(S)-ethyl 2-(1-(tert-butoxycarbonyl) pyrrolidin-2-yl)-4-(4-((4-isopropylpyridin-2-yl) carbamoyl) phenyl)-1H-imidazole-5-carboxylate C(C)(C)(C)OC(=O)N1[C@@H](CCC1)C=1NC(=C(N1)C1=CC=C(C=C1)C(NC1=NC=CC(=C1)C(C)C)=O)C(=O)OCC